cis-1-(4-((6-(4-(3,4-dihydroisoquinolin-2(1H)-yl)-3-hydroxypiperidine-1-carbonyl)pyrimidin-4-yl)amino)piperidin-1-yl)ethanone C1N(CCC2=CC=CC=C12)[C@@H]1[C@@H](CN(CC1)C(=O)C1=CC(=NC=N1)NC1CCN(CC1)C(C)=O)O